di(lauryl) 3,3'-thiodipropionate S(CCC(=O)OCCCCCCCCCCCC)CCC(=O)OCCCCCCCCCCCC